perfluorononyl-carboxylic acid FC(C(C(C(C(C(C(C(C(F)(F)F)(F)F)(F)F)(F)F)(F)F)(F)F)(F)F)(F)F)(C(=O)O)F